OC(C[O-])C 2-hydroxy-2-methylethanolat